methoxypropanediol monoacrylate C(C=C)(=O)OC(CC)(O)OC